di-tert-butyl ((5R,6R)-5-formyl-3,3-dimethylheptane-1,6-diyl)dicarbamate C(=O)[C@H](CC(CCNC(OC(C)(C)C)=O)(C)C)[C@@H](C)NC(OC(C)(C)C)=O